COC=1C=C(C=CC1)CN[C@@](C(=O)O)(CCC(C)(C)C)C (R)-2-{[(m-methoxyphenyl)methyl]amino}-2,5,5-trimethylhexanoic acid